NC=1OC2=C(N1)C=C(C=C2)C2=CC=C(C=C2)C[C@@H](C#N)NC(=O)[C@H]2OCNC2 (S)-N-((S)-2-(4-(2-aminobenzo[d]oxazol-5-yl)phenyl)-1-cyanoethyl)-1,4-oxazolidine-2-carboxamide